ClC1=NC(=CC(=N1)C(=O)N(C)OC)OCC1=CC(=C(C=C1)C=1N(C=C(N1)C(F)(F)F)C)F 2-Chloro-6-[[3-fluoro-4-[1-methyl-4-(trifluoromethyl)imidazol-2-yl]phenyl]methoxy]-N-methoxy-N-methyl-pyrimidine-4-carboxamide